O[C@H](CCCCCC=CC=CC=CC=CC(=O)OO)CCCCC 15(S)-hydroxyperoxyeicosatetraenoic acid